3-[[4-(4-fluorophenyl)-7-hydroxy-3-tetrahydropyran-4-yl-2-quinolinyl]amino]bicyclo[1.1.1]pentane-1-carboxylic acid FC1=CC=C(C=C1)C1=C(C(=NC2=CC(=CC=C12)O)NC12CC(C1)(C2)C(=O)O)C2CCOCC2